C=C(C(=O)[O-])CC1=CC(=C(C(=C1)C(C)(C)C)O)C(C)(C)C methylene-3-(3',5'-di-t-butyl-4'-hydroxy phenyl)propionate